ClCC(=O)NC1=C(C=CC(=C1)OC)Cl 2-Chloro-N-(2-chloro-5-methoxyphenyl)acetamide